NC(C(=O)N1C[C@H]2NS(C=3C(OC[C@H]2C1)=C(N(C3)C)C(=O)NC3=CC(=C(C(=C3)F)F)F)(=O)=O)=O cis-2-(2-amino-2-oxoacetyl)-7-methyl-N-(3,4,5-trifluorophenyl)-2,3,3a,4,10,10a-hexahydro-1H,7H-dipyrrolo[3,4-b:3',4'-f][1,4,5]oxathiazocine-8-carboxamide 5,5-dioxide